(S)-4-(((2-decanamido-3-(hexylamino)-3-oxopropyl)amino)methyl)benzoic acid C(CCCCCCCCC)(=O)N[C@@H](CNCC1=CC=C(C(=O)O)C=C1)C(=O)NCCCCCC